CN1C(C2=CC=CC(=C2C=C1C1=CC=CC=C1)C(C)NC1=C(C(=O)O)C=CC=C1)=O 2-((1-(2-methyl-1-oxo-3-phenyl-1,2-dihydroisoquinolin-5-yl)ethyl)amino)benzoic acid